7-({[(1S)-1-Cyclobutylethyl]amino}methyl)-1H-pyrrolo[3,2-b]pyridine-5-carboxylic acid C1(CCC1)[C@H](C)NCC1=C2C(=NC(=C1)C(=O)O)C=CN2